FC1=C(C=CC(=C1[C@H]1CCC=2N(C1)C=NC2C=2NC=CN2)F)NS(=O)(=O)C=2C(=NC=C(C2)F)C N-[2,4-difluoro-3-[(6R)-1-(1H-imidazol-2-yl)-5H,6H,7H,8H-imidazo[1,5-a]pyridin-6-yl]phenyl]-5-fluoro-2-methyl-pyridine-3-sulfonamide